Cl.ClC(C(C)(O)C1=CC=CC=C1)=CC=1N=NC=C(C1)[C@](C1(CNC1)C)(C1=CC=C(C=C1)C(C)C)O 3-chloro-4-(5-((R)-hydroxy(4-isopropylphenyl)(3-methylazetidin-3-yl)methyl)pyridazin-3-yl)-2-phenylbut-3-en-2-ol, hydrochloride salt